ClC1=CC=C(N=N1)N(C1CC(NC(C1)(C)C)(C)C)C1CC1 6-chloro-N-cyclopropyl-N-(2,2,6,6-tetramethylpiperidin-4-yl)pyridazin-3-amine